BrC=1C=CC=2C3=C(C(NC2C1)=O)C=NN3C 7-bromo-1-methyl-5H-pyrazolo[4,3-c]quinolin-4-one